S-(7-oxo-7-(thiazolo[5,4-b]pyridin-2-ylamino)heptyl) 3-phenylpropane-thioate C1(=CC=CC=C1)CCC(SCCCCCCC(NC=1SC2=NC=CC=C2N1)=O)=O